1-(pent-4-en-1-yloxy)-4-(trifluoromethyl)benzene C(CCC=C)OC1=CC=C(C=C1)C(F)(F)F